C1(=CC=CC=C1)C1=NC(=NC(=C1)C1=CC=CC=C1)[Ir+]C1=NC(=CC(=N1)C1=CC=CC=C1)C1=CC=CC=C1 bis(4,6-diphenylpyrimidinyl)iridium (III)